methyl (S)-2-(2-((tert-butoxycarbonyl)amino)-4-methylpentanamido)-2,3-dihydro-1H-indene-2-carboxylate C(C)(C)(C)OC(=O)N[C@H](C(=O)NC1(CC2=CC=CC=C2C1)C(=O)OC)CC(C)C